C=C1C[C@H](N(C1)C(=O)OC(C)(C)C)C(=O)OCC1=CC=CC=C1 2-benzyl 1-(tert-butyl) (S)-4-methylenepyrrolidine-1,2-dicarboxylate